chlorophenylbiphenyl ClC=1C(=C(C=CC1)C1=CC=CC=C1)C1=CC=CC=C1